N-(5-((3S,8aS)-3-isopropyl-octahydropyrrolo[1,2-a]pyrazine-2-carbonyl)-6,6-dimethyl-1,4,5,6-tetrahydropyrrolo[3,4-c]pyrazol-3-yl)picolinamide C(C)(C)[C@@H]1N(C[C@H]2N(C1)CCC2)C(=O)N2C(C=1NN=C(C1C2)NC(C2=NC=CC=C2)=O)(C)C